5-((5-(3-(2-cyclopropyloxazol-5-yl)cyclopentyl)-1H-pyrazol-3-yl)amino)-4-fluoro-2,3-dihydrobenzo[d]isothiazole 1,1-dioxide C1(CC1)C=1OC(=CN1)C1CC(CC1)C1=CC(=NN1)NC=1C=CC2=C(CNS2(=O)=O)C1F